potassium 1,3-dimethyl-5-sulfoisophthalic acid CC1(C(=O)O)CC(C(=O)O)(CC(=C1)S(=O)(=O)O)C.[K]